C(C(O)C)(=O)[O-].[NH4+] Ammonium lactat